O=C1NC(CCC1N1N=CC2=NC=C(C=C21)C#CCNC(C2=NC=C(C=C2)C=2N=CC1=C(C=CC=C1C2)C2=CC1=C(N(C(N1C)=O)C)C(=C2)C(C)C)=O)=O N-(3-(1-(2,6-dioxopiperidin-3-yl)-1H-pyrazolo[4,3-b]pyridin-6-yl)prop-2-yn-1-yl)-5-(8-(7-isopropyl-1,3-dimethyl-2-oxo-2,3-dihydro-1H-benzo[d]imidazol-5-yl)isoquinolin-3-yl)picolinamide